N-(3-(4'-(tert-butyl)-[1,1'-biphenyl]-4-yl)propyl)-2-(furan-3-yl)-6-methylthieno[2,3-d]pyrimidin-4-amine C(C)(C)(C)C1=CC=C(C=C1)C1=CC=C(C=C1)CCCNC=1C2=C(N=C(N1)C1=COC=C1)SC(=C2)C